C1=CC=C2N1C1=CC=CC=C1N=C2 pyrrolo[1,2-A]quinoxaline